diphenyliodonium perfluoro-1-butanesulfonate FC(C(C(C(F)(F)F)(F)F)(F)F)(S(=O)(=O)[O-])F.C1(=CC=CC=C1)[I+]C1=CC=CC=C1